Dimethyl L-Glutamate Hydrochloride Cl.N[C@@H](CCC(=O)OC)C(=O)OC